BrC1=C(C(=NN1C=1C(=NC=CC1)C)OCC(CO[Si](C)(C)C(C)(C)C)F)[N+](=O)[O-] 3-(5-bromo-3-(3-((tert-butyldimethylsilyl)oxy)-2-fluoropropoxy)-4-nitro-1H-pyrazol-1-yl)-2-methylpyridine